3-[5-({[4-(aminomethyl)phenyl]methyl}sulfanyl)-4-cyano-3-[5-oxo-1-(pyrrolidine-1-sulfonyl)pyrrolidin-3-yl]-1H-pyrazole-1-carbonyl]-2-chlorobenzoic acid NCC1=CC=C(C=C1)CSC1=C(C(=NN1C(=O)C=1C(=C(C(=O)O)C=CC1)Cl)C1CN(C(C1)=O)S(=O)(=O)N1CCCC1)C#N